C(C(C)C)C(C(=O)OCCC)C(C(=O)OCCC)CC(C)C di-n-propyl 2,3-diisobutylsuccinate